O=C(/C=C/C1=NN=N[N-]1)OC1(CCC1)C1=CC=C(C=C1)C(F)(F)F.[NH4+] ammonium (E)-5-(3-oxo-3-(1-(4-(trifluoromethyl)phenyl)cyclobutoxy)prop-1-en-1-yl)tetrazol-1-ide